ClC1=C(N=C(S1)NS(=O)(=O)C1CC1)C(C)(C)NC(C1=C(C=C(C=C1)C1=NC(=CN=C1)OCC)F)=O N-(2-(5-chloro-2-(cyclopropane-sulfonamido)thiazol-4-yl)propan-2-yl)-4-(6-ethoxypyrazin-2-yl)-2-fluorobenzamide